N[C@H]1CC[C@H](CC1)OC1=CC=C2C(CC(C=3C(=NC=NC23)N)(C)C)=C1N(CCSC)C 8-(cis-4-aminocyclohexoxy)-N7,5,5-trimethyl-N7-(2-methylsulfanylethyl)-6H-benzo[h]quinazoline-4,7-diamine